1-Cyclopropyl-5-oxo-N-(6-((5-(trifluoromethyl)pyridin-2-yl)oxy)benzo[d]-[1,3]dioxol-4-yl)pyrrolidine-2-carboxamide C1(CC1)N1C(CCC1=O)C(=O)NC1=CC(=CC=2OCOC21)OC2=NC=C(C=C2)C(F)(F)F